2-(t-butyl) 3-methyl (1S,5S)-3-(3-chloropropyl)-2-azabicyclo[3.1.0]hexane-2,3-dicarboxylate ClCCCC1(N([C@H]2C[C@H]2C1)C(=O)OC(C)(C)C)C(=O)OC